COC(=O)C=1OC2=C(C1)C=C(C=C2)SC 5-methylsulfanyl-benzofuran-2-carboxylic acid methyl ester